(2-chloro-3-pyridinyl)methanol ClC1=NC=CC=C1CO